FC(C=1C=CC=2N(N1)C(=CN2)C2=CC(=NC=N2)N2CC(CCC2C)N=S(=O)(C)C)F [1-[6-[6-(Difluoromethyl)imidazo[1,2-b]pyridazin-3-yl]pyrimidin-4-yl]-6-methyl-3-piperidyl]imino-dimethyl-λ6-sulfanone